(2S,4R)-1-(2-methylbenzofuro[3,2-d]pyrimidin-4-yl)-4-(2-oxo-2-((4'-(trifluoromethyl)-[1,1'-biphenyl]-4-yl)amino)ethyl)pyrrolidine-2-carboxylic acid CC=1N=C(C2=C(N1)C1=C(O2)C=CC=C1)N1[C@@H](C[C@@H](C1)CC(NC1=CC=C(C=C1)C1=CC=C(C=C1)C(F)(F)F)=O)C(=O)O